BrC1=NC=C(N=C1)Br 2,5-dibromopyrazine